FC1=CC=C(C=C1)N1N=NC(=C1C)C(=O)N1CC2=CC=CC=C2C(C1)C=1C=NN(C1)C [1-(4-Fluorophenyl)-5-methyl-triazol-4-yl]-[4-(1-methylpyrazol-4-yl)-3,4-dihydro-1H-isoquinolin-2-yl]methanone